2,3-dichloropyridine-4-carboxylic acid ClC1=NC=CC(=C1Cl)C(=O)O